rhodium platinum [Pt].[Rh]